BrC=1C=C2C(CNC2=CC1)(C)C 5-bromo-3,3-dimethyl-2,3-dihydro-1H-indole